Dimethylpimelimide Diacetate C(C)(=O)O.C(C)(=O)O.CC1(CCC(=O)NC(CC1)=O)C